C(\C=C\C(=O)O)(=O)O.O1[C@@H](CC1)CN (S)-oxetan-2-ylmethanamine fumarate